ClC1=C(C(=CC=C1Cl)F)[C@@]1(CNCC1)NC=1C(=C2C(N(C=NC2=CC1)C)=O)F 6-[(S)-3-(2,3-dichloro-6-fluorophenyl)-3-pyrrolidinylamino]-5-fluoro-3-methyl-3,4-dihydro-4-quinazolinone